(S)-TERT-BUTYL 6'-CHLORO-5-(((1S,2S)-2-FORMYL-2-METHYLCYCLOBUTYL)METHYL)-3',4,4',5-TETRAHYDRO-2H,2'H-SPIRO[BENZO[B][1,4]OXAZEPINE-3,1'-NAPHTHALENE]-7-CARBOXYLATE ClC=1C=C2CCC[C@]3(C2=CC1)CN(C1=C(OC3)C=CC(=C1)C(=O)OC(C)(C)C)C[C@@H]1[C@@](CC1)(C)C=O